Azepine-7-carboxylic acid N1C=CC=CC=C1C(=O)O